The molecule is a guaiacyl lignin that is ferulic acid in which the phenolic hydrogen is replaced by a sulfoguaiacylglycerol group. It is found in Arabidopsis thaliana. It has a role as a plant metabolite. It is a guaiacyl lignin, a monomethoxybenzene, a primary alcohol, a secondary alcohol, an aryl sulfate and a methoxycinnamic acid. It derives from a guaiacylglycerol and a ferulic acid. COC1=C(C=CC(=C1)/C=C/C(=O)O)OC(CO)C(C2=CC(=C(C=C2)OS(=O)(=O)O)OC)O